1-(benzenesulfonyl)-piperazine C1(=CC=CC=C1)S(=O)(=O)N1CCNCC1